NC1=C2N=CN(C2=NC=N1)C[C@@H](C)OCP(OCCCSCCCCCCCCCCC[Si](C)(C)C1C2CCC(C1)C2)(O)=O 3-((11-(bicyclo[2.2.1]heptan-2-yldimethylsilyl)undecyl)thio)propyl hydrogen ((((R)-1-(6-amino-9H-purin-9-yl)propan-2-yl)oxy)methyl)phosphonate